CC=1C=2N(C=CC1C1=C(C=3CCCC3C=C1)N)C=CN2 5-(8-methylimidazo[1,2-a]pyridin-7-yl)-2,3-dihydro-1H-inden-4-amine